ClC1=NC(=CC(=C1)C=1C(=NN2C1N=C(C=C2)N[C@H](C)[C@@H]2OC(OC2)(C)C)C=2C=C(C#N)C=CC2)C 3-[3-(2-chloro-6-methyl-4-pyridyl)-5-[[(1R)-1-[(4S)-2,2-dimethyl-1,3-dioxolan-4-yl]ethyl]amino]pyrazolo[1,5-a]pyrimidin-2-yl]benzonitrile